Benzyl [4-({1-[2-(tert-butylamino)-2-oxoethyl]-1H-pyrazol-3-yl}oxy)-5-chloro-2-fluorophenyl]carbamate C(C)(C)(C)NC(CN1N=C(C=C1)OC1=CC(=C(C=C1Cl)NC(OCC1=CC=CC=C1)=O)F)=O